CN1C(=O)N(C=2N=CN(C2C1=O)CC)C 1,3-dimethyl-7-ethylxanthine